ClC=1C=C(C=NC1N1N=CC=N1)NC(=O)C=1C=NN(C1C(F)(F)F)C1=C2C=CC(=NC2=CC=C1)[C@@H]1OCCC1 (R)-N-(5-chloro-6-(2H-1,2,3-triazol-2-yl)pyridin-3-yl)-1-(2-(tetrahydrofuran-2-yl)quinolin-5-yl)-5-(trifluoromethyl)-1H-pyrazole-4-carboxamide